OC(CCCCCCC)(P(O)(O)=O)P(O)(O)=O 1-hydroxyoctylidenebisphosphonic acid